FC1=CC(=C(OC=2C(=NC=NC2)N2CC3(C2)CCN(CC3)C(=O)OC(C)(C)C)C=C1)C1=NC=NN1C(C)C tert-butyl 2-(5-{4-fluoro-2-[1-(propan-2-yl)-1H-1,2,4-triazol-5-yl] phenoxy} pyrimidin-4-yl)-2,7-diazaspiro[3.5]nonane-7-carboxylate